4-methyl-2-(piperazin-1-yl)benzonitrile CC1=CC(=C(C#N)C=C1)N1CCNCC1